O1C=NC=C1CN(C(O)=O)C1=CC=C(C=C1)C1CCN(CC1)CC(F)(F)F.C(CCCCCCCCCCCCCCCCCCC)OC(CCCCCCC)=O.COCC1CCCC(C1)COC 2,4-bis(methoxymethyl)cyclohexane n-eicosyl-octanoate oxazol-5-ylmethyl-(4-(1-(2,2,2-trifluoroethyl)piperidin-4-yl)phenyl)carbamate